O(CCN)CCN 2,2'-oxydiethanamine